2-(2-Fluoro-4-methoxyphenyl)-N-{3-sulfamoyl-4-[5-(trifluoromethyl)pyridin-3-yl]phenyl}acetamide FC1=C(C=CC(=C1)OC)CC(=O)NC1=CC(=C(C=C1)C=1C=NC=C(C1)C(F)(F)F)S(N)(=O)=O